NC=1C(=CC2=C(N(C(CO2)=O)C#CC)C1)F 6-amino-7-fluoro-4-propynyl-1,4-benzoxazin-3(4H)-one